FC(=O)F fluoroketon